Hydroquinonesulfonic acid C=1(O)C(=CC(O)=CC1)S(=O)(=O)O